C(C=C)[C@H]1NCCOC1 (3R)-3-allyl-morpholine